4-chloro-2-(1-((3-(4-(pyrimidin-5-yl)phenyl)prop-2-yn-1-yl)amino)ethyl)Phenol ClC1=CC(=C(C=C1)O)C(C)NCC#CC1=CC=C(C=C1)C=1C=NC=NC1